N-((S)-1-(5-bromo-2-fluorophenyl)ethyl)-2-methylpropane-2-sulfinamide BrC=1C=CC(=C(C1)[C@H](C)NS(=O)C(C)(C)C)F